(1-hydroxybenzo[d][1,2,3]diazaborinin-2(1H)-yl)(3-methylthiophen-2-yl)methanone OB1N(N=CC2=C1C=CC=C2)C(=O)C=2SC=CC2C